9,9-diethoxy-1,1,1-trihydroxy-10-oxa-5-thia-1,9-disiladodecan-4-one C(C)O[Si](CCCSC(CC[Si](O)(O)O)=O)(OCC)OCC